C(#N)C=1N(C2=C(C=CC=C2C1)F)CCNC1=CC(=NC=N1)C1=CC(=CS1)OCC 5-{6-[2-(2-Cyano-7-fluoro-indol-1-yl)-ethylamino]-pyrimidin-4-yl}-3-ethoxy-thiophen